ClC=1C=C2C(N(CN(C2=CC1)C1=C(C=C(C=C1)F)C)C=1C=CC(=NC1C)OCC(=O)O)=O 2-((5-(6-Chloro-1-(4-fluoro-2-methylphenyl)-4-oxo-1,4-dihydro-quinazolin-3(2H)-yl)-6-methylpyridin-2-yl)oxy)acetic acid